1-(4-chlorophenyl)-3-(4-aminophenyl)urea ClC1=CC=C(C=C1)NC(=O)NC1=CC=C(C=C1)N